N1=CC=CC2=CC=CC(=C12)C(C(=O)N)CC(=O)N quinolin-8-yl-succinamide